diglycidyl 2,3,5,6-tetrabromoterephthalate BrC1=C(C(=O)OCC2CO2)C(=C(C(=C1Br)C(=O)OCC1CO1)Br)Br